CN(C/C=C/C(=O)N1C[C@@H](CCC1)C(=O)[O-])C.[Li+] lithium (R,E)-1-(4-(dimethylamino)but-2-enoyl)piperidine-3-carboxylate